6-bromo-N-(4-fluorophenyl)-1H-benzotriazol-5-amine BrC=1C(=CC2=C(NN=N2)C1)NC1=CC=C(C=C1)F